Cl.N1[C@@H](CCCC1)C(C)NC(=O)C1=CN(CCS1)C1=C2C(=NC=C1)NC=C2 N-(1-((S)-piperidin-2-yl)ethyl)-4-(1H-pyrrolo[2,3-b]pyridin-4-yl)-3,4-dihydro-2H-1,4-thiazine-6-carboxamide hydrochloride